S(=O)([O-])S(=O)[O-].[Na+].C1(=CC=CC=C1)C1=C(C(=NC2=C3N=CC=C(C3=CC=C12)C1=CC=CC=C1)S(=O)(=O)[O-])S(=O)(=O)O.[Na+].[Na+] disodium 4,7-diphenyl-1,10-phenanthrolinedisulfonate Sodium dithionite